BrC=1C=C2C(=NC1F)C(C(N2C2CC(C2)(N2CCCCC2)C)=O)(C)C 6-Bromo-5-fluoro-3,3-dimethyl-1-((1s,3s)-3-methyl-3-(piperidin-1-yl)cyclobutyl)-1,3-dihydro-2H-pyrrolo[3,2-b]pyridin-2-one